methyl (E)-3-(3-(N-((4-(4-(dimethylamino)phenyl)piperazin-1-yl)methyl-d)cyclohexanecarboxamido)phenyl)acrylate CN(C1=CC=C(C=C1)N1CCN(CC1)C(N(C(=O)C1CCCCC1)C=1C=C(C=CC1)/C=C/C(=O)OC)[2H])C